Isopropyl ((S)-(((2R,3S,5R)-5-(6-amino-2-fluoro-9H-purin-9-yl)-2-ethynyl-3-(((nonan-5-yloxy)carbonyl)oxy)tetrahydrofuran-2-yl)methoxy)(phenoxy)phosphoryl)-L-phenylalaninate NC1=C2N=CN(C2=NC(=N1)F)[C@H]1C[C@@H]([C@@](O1)(C#C)CO[P@](=O)(OC1=CC=CC=C1)N[C@@H](CC1=CC=CC=C1)C(=O)OC(C)C)OC(=O)OC(CCCC)CCCC